ClC=1C(=C(C=CC1)C(C(C(F)(F)F)(F)F)N(C(CN1C(C2=CC=CC=C2C1=O)=O)=O)C1CC1)F N-[1-(3-chloro-2-fluoro-phenyl)-2,2,3,3,3-pentafluoro-propyl]-N-cyclopropyl-2-(1,3-dioxoisoindolin-2-yl)acetamide